7-(cyanomethyl)-2-formyl-5,7-dihydro-6H-pyrrolo[3,4-B]pyridine-6-carboxylic acid tert-butyl ester C(C)(C)(C)OC(=O)N1C(C2=NC(=CC=C2C1)C=O)CC#N